diphenylsulfonium Chloride [Cl-].C1(=CC=CC=C1)[SH+]C1=CC=CC=C1